C(C)C=1C=C(C(=C(C1)C(C(=O)O)N1C[C@@H](CC1)OCCCCCC1=NC=2NCCCC2C(=C1C)OC)OC)F 2-(5-ethyl-3-fluoro-2-methoxyphenyl)-2-((R)-3-((5-(4-methoxy-3-methyl-5,6,7,8-tetrahydro-1,8-naphthyridin-2-yl)pentyl)oxy)pyrrolidin-1-yl)acetic acid